2-[3-ethylsulfonyl-2-[1-(2,2,3,3,3-pentafluoropropyl)pyrazolo[3,4-c]pyridin-5-yl]indazol-5-yl]-2-methyl-propanenitrile C(C)S(=O)(=O)C=1N(N=C2C=CC(=CC12)C(C#N)(C)C)C=1C=C2C(=CN1)N(N=C2)CC(C(F)(F)F)(F)F